methyl (1R,2R,4S)-6-oxo-bicyclo[2.2.1]heptane-2-carboxylate O=C1C[C@@H]2C[C@H]([C@H]1C2)C(=O)OC